(6Ar,10aR)-3-[2-(4-fluorophenyl)propan-2-yl]-6,6,9-trimethyl-6a,7,10,10a-tetrahydrobenzo[c]chromen-1-ol FC1=CC=C(C=C1)C(C)(C)C=1C=C(C=2[C@H]3[C@H](C(OC2C1)(C)C)CC=C(C3)C)O